17-(3-pyridyl)-androstane-5,16-diene-3beta-acetate N1=CC(=CC=C1)C=1[C@]2(C)[C@@H](CC1)[C@@H]1CC=C3C[C@H](CC[C@]3(C)[C@H]1CC2)CC(=O)[O-]